N-(3,3-dimethylbutyl)benzene-1,2-diamine CC(CCNC=1C(=CC=CC1)N)(C)C